5-(4-acetoxyphenyl)tetrazole C(C)(=O)OC1=CC=C(C=C1)C1=NN=NN1